COC1=CC(=NN1)NC1=NC(=CN=C1)O[C@H](CC)C1CCOCC1 (R)-N-(5-methoxy-1H-pyrazol-3-yl)-6-(1-(tetrahydro-2H-pyran-4-yl)propoxy)pyrazin-2-amine